3,4-dihydropyrimido[4,5-d]pyrimidin-2(1H)-one N1C(NCC=2C1=NC=NC2)=O